(5-methoxy-2-nitro-phenyl)-(4-nitro-phenyl)-amine COC=1C=CC(=C(C1)NC1=CC=C(C=C1)[N+](=O)[O-])[N+](=O)[O-]